4-(2-hydroxy-2-propyl)-2-propyl-1H-imidazole-5-carboxylic acid ethyl ester C(C)OC(=O)C1=C(N=C(N1)CCC)C(C)(C)O